4-((17-amino-3,6,9,12,15-pentaoxaheptadecyl)amino)-N-(1,5-dimethyl-1H-pyrazol-3-yl)-2-methylbenzamide NCCOCCOCCOCCOCCOCCNC1=CC(=C(C(=O)NC2=NN(C(=C2)C)C)C=C1)C